FC(CNC(=O)[C@@H]1CN(CC[C@H]1NC(=O)C1=NOC(=C1)C1=C(C=C(C=C1)F)F)C1CCCCC1)F |o1:6,11| (3R*,4R*)-1-Cyclohexyl-4-{[5-(2,4-difluoro-phenyl)-isoxazole-3-carbonyl]-amino}-piperidine-3-carboxylic acid (2,2-difluoro-ethyl)-amide